(2-amino-1,1'-biphenyl-2-yl)Palladium(II) NC1(C(=CC=CC1)C1=CC=CC=C1)[Pd+]